(4R)-5-[(5-bromo-2-nitrophenyl)amino]-4-methylpentan-1-ol BrC=1C=CC(=C(C1)NC[C@@H](CCCO)C)[N+](=O)[O-]